S1N=CC=C1C=1C=C(C(=CC1)C1=CC=CC=C1)N 4-(isothiazol-5-yl)-[1,1'-biphenyl]-2-amine